(5-(2-methylbenzyl)-4,5-dihydroisoxazol-3-yl)benzophenone CC1=C(CC2CC(=NO2)C2=C(C(=O)C3=CC=CC=C3)C=CC=C2)C=CC=C1